2-chloro-3-fluoro-4,5-lutidine ClC1=NC=C(C(=C1F)C)C